NC1=NC=CC2=C1C(=NN2C)C2=CC(=C(C=C2)NS(=O)(=O)CC)OCC2=CC=C(C=C2)F N-(4-{4-amino-1-methyl-1H-pyrazolo[4,3-c]pyridin-3-yl}-2-[(4-fluorophenyl)methoxy]phenyl)ethane-1-sulfonamide